Diethyl {[5-(3-chlorophenyl)-1,3,4-oxadiazol-2-yl]methyl}phosphonate ClC=1C=C(C=CC1)C1=NN=C(O1)CP(OCC)(OCC)=O